[C@H]1([C@@H](O)[C@@H](O)[C@H](O)[C@H](O1)CO)N[C@@H](CC1=CNC2=CC=CC=C12)C(=O)O α-mannosyl-tryptophan